FC=1C(=C(C(=CC1CN1CC2(C1)CN(C2)S(=O)(=O)C)F)C2=CC=C(C=C2)C(C(F)(F)F)(C(F)(F)F)O)C(C)C 2-(3',6'-difluoro-2'-isopropyl-4'-((6-(methylsulfonyl)-2,6-diazaspiro[3.3]heptan-2-yl)methyl)-[1,1'-biphenyl]-4-yl)-1,1,1,3,3,3-hexafluoropropan-2-ol